Cl.NC1=C(C=C(N=N1)C1=C(C=CC=C1)O)C1=CC=C(C=C1)N1CCNCC1 2-(6-amino-5-(4-(piperazin-1-yl)phenyl)pyridazin-3-yl)phenol hydrochloride